BrC1=CC(=C(C=C1)NC=1C(=CN(C(C1)=O)C)C(=O)O)F 4-[(4-bromo-2-fluorophenyl)amino]-1-methyl-6-oxo-1,6-dihydropyridine-3-carboxylic acid